ClC=1C(=NC(=NC1)N[C@H]1CN(CC1)CCCC1CCN(CC1)CC1CCN(CC1)C=1C=C2CN(CC2=CC1)C1C(NC(CC1)=O)=O)C1=CNC2=CC=CC=C12 5-(4-((4-(3-((R)-3-((5-chloro-4-(1H-indol-3-yl)pyrimidin-2-yl)amino)pyrrolidine-1-yl)propyl)piperidin-1-yl)methyl)piperidin-1-yl)-2-(2,6-dioxopiperidin-3-yl)isoindoline